Acrylamidomethyl-Propanesulfonic acid C(C=C)(=O)NCC(CC)S(=O)(=O)O